2,2'-dimethyl-5,6'-diaminobiphenyl (R)-ethyl-2-(2-((5-bromo-7-((2-(methoxymethyl)pyrrolidin-1-yl)methyl)benzofuran-3-yl)methoxy)phenyl)acetate C(C)OC(CC1=C(C=CC=C1)OCC1=COC2=C1C=C(C=C2CN2[C@H](CCC2)COC)Br)=O.CC2=C(C=C(C=C2)N)C2=C(C=CC=C2N)C